tert-butyl (S)-(1-amino-3-(5-bromothiophen-2-yl)-1-oxopropan-2-yl)carbamate NC([C@H](CC=1SC(=CC1)Br)NC(OC(C)(C)C)=O)=O